The molecule is a 1-phosphatidyl-1D-myo-inositol 5-phosphate(3-) arising from deprotonation of the phosphate OH groups of 1,2-dibutyryl-sn-glycero-3-phospho-(1'D-myo-inositol-5'-phosphate); major species at pH 7.3. It is a conjugate base of a 1,2-dibutyryl-sn-glycero-3-phospho-(1'D-myo-inositol-5'-phosphate). CCCC(=O)OC[C@H](COP(=O)([O-])O[C@@H]1[C@@H]([C@@H]([C@H]([C@@H]([C@H]1O)OP(=O)([O-])[O-])O)O)O)OC(=O)CCC